C(CCCCCCC(=O)O)(=O)O (+)-suberic acid